tert-Butyl 4-[3-hydroxy-4-[(1-methyl-4-piperidyl)amino]phenyl]piperidine-1-carboxylate OC=1C=C(C=CC1NC1CCN(CC1)C)C1CCN(CC1)C(=O)OC(C)(C)C